FC(C(=O)O)(F)F.N[C@@H]1C[C@H](CCC1)CNC1=NN(C(=C1)C1=CC(=C(C#N)C=C1)F)C1=CC=C(C=C1)N1CCC(CC1)(C)O 4-(3-((((1S,3S)-3-aminocyclohexyl)-methyl)amino)-1-(4-(4-hydroxy-4-meth-ylpiperidin-1-yl)-phenyl)-1H-pyrazol-5-yl)-2-fluorobenzonitrile 2,2,2-trifluoro-acetate